4-hydroxymethyl-4'-methyl-2,2'-bipyridine OCC1=CC(=NC=C1)C1=NC=CC(=C1)C